5-bromo-6-fluoro-3-methylbenzoxazol-2(3H)-one BrC=1C(=CC2=C(N(C(O2)=O)C)C1)F